C1(CC1)C=1C=C(C=C(C1OC)OC)C12CCN(C2CC(CC1)=O)C 3a-(3-cyclopropyl-4,5-dimethoxy-phenyl)-1-methyl-2,3,4,5,7,7a-hexahydroindol-6-one